C(CCCCCCCCS)S nonane-1,9-dithiol